BrC=1C=CC(=NC1)N1C2=CC=C(C=C2C=2C=C(C=CC12)N(C1=CC=CC=C1)C1=CC=CC=C1)N(C1=CC=CC=C1)C1=CC=CC=C1 9-(5-Bromopyridin-2-yl)-N3,N3,N6,N6-tetraphenyl-9H-carbazole-3,6-diamine